O1CCN(CC1)C=1C2=C(N=C(N1)N1N=C(C=C1)C=1C=C(C=CC1)C)N=C(S2)NCCN2CCOCC2 7-Morpholino-N-(2-morpholinoethyl)-5-(3-(m-tolyl)-1H-pyrazol-1-yl)thiazolo-[4,5-d]pyrimidin-2-amine